NCCNCCC[Si](OCC)(OCC)C N-(2'-aminoethyl)-3-aminopropylmethyldiethoxysilane